tert-butyl (4-(hydroxymethyl)benzyl)carbamate OCC1=CC=C(CNC(OC(C)(C)C)=O)C=C1